N-(2,2-dimethyl-6-((1R,5S,6r)-6-(methylcarbamoyl)-3-azabicyclo[3.1.0]hexan-3-yl)-2,3-dihydrobenzo-furan-5-yl)pyrazolo[1,5-a]pyrimidine-3-carboxamide CC1(OC2=C(C1)C=C(C(=C2)N2C[C@H]1C([C@H]1C2)C(NC)=O)NC(=O)C=2C=NN1C2N=CC=C1)C